7-((4-(2-chloro-6-(ethylcarbamoyl)pyridin-3-yl)piperazin-1-yl)methyl)-1,2,3,5-tetrahydro-4H-cyclopenta[c]quinolin-4-one ClC1=NC(=CC=C1N1CCN(CC1)CC=1C=CC=2C3=C(C(NC2C1)=O)CCC3)C(NCC)=O